6-bromo-N2-methylpyrazine-2,3-diamine BrC1=CN=C(C(=N1)NC)N